silver dimethyl-(trifluoroacetylacetone) CC(C(C)=O)(C(C(F)(F)F)=O)C.[Ag]